C(C)(=O)[O-].C(C1=CC=CC=C1)[N+](C1=CC=CC=C1)(C)C Benzyl-dimethyl-phenyl-ammonium acetate